rac-(3aR,5r,6aS)-5-(3,4-difluorobenzyl)-2-(2-hydroxy-2-(4-hydroxyphenyl)ethyl)octahydrocyclopenta[c]pyrrol-5-ol FC=1C=C(CC2(C[C@@H]3[C@@H](CN(C3)CC(C3=CC=C(C=C3)O)O)C2)O)C=CC1F |r|